2-(4,5-dichloro-3-(dimethylamino)-6-oxopyridazin-1(6H)-yl)-N-(4-methyl-3-((4-methyl-1,4-diazepan-1-yl)sulfonyl)phenyl)acetamide ClC=1C(=NN(C(C1Cl)=O)CC(=O)NC1=CC(=C(C=C1)C)S(=O)(=O)N1CCN(CCC1)C)N(C)C